2-(2-chlorophenyl)-N-(4-((oxetan-3-yloxy)methyl)-3-sulfamylphenyl)acetamide ClC1=C(C=CC=C1)CC(=O)NC1=CC(=C(C=C1)COC1COC1)S(N)(=O)=O